6,7-dichloro-4-(1-(5-((dimethylamino)methyl)pyrimidin-2-yl)piperidin-4-yl)-1-methyl-1,4-dihydropyrido[2,3-b]pyrazine-2,3-dione ClC=1C(=CC2=C(N(C(C(N2C)=O)=O)C2CCN(CC2)C2=NC=C(C=N2)CN(C)C)N1)Cl